2-bromo-3-methyl-butenoic acid BrC(C(=O)O)=C(C)C